1,3-bis(2-benzothiazolylmethylmercapto)urea S1C(=NC2=C1C=CC=C2)CSNC(=O)NSCC=2SC1=C(N2)C=CC=C1